3-[(tert-butyldimethylsilyl)oxylazetidin-1-yl]propanoic acid [Si](C)(C)(C(C)(C)C)OC1N(CC1)CCC(=O)O